N-((1R,4R)-4-((4-((5-cyclopropyl-1H-pyrazol-3-yl)amino)pyrimidin-2-yl)(methyl)amino)cyclohexyl)-2,3-dihydro-1H-indene-1-carboxamide C1(CC1)C1=CC(=NN1)NC1=NC(=NC=C1)N(C1CCC(CC1)NC(=O)C1CCC2=CC=CC=C12)C